1-(5-(Aminomethyl)-3-fluoropyridin-2-yl)dihydropyrimidine-2,4(1H,3H)-dione NCC=1C=C(C(=NC1)N1C(NC(CC1)=O)=O)F